BrC=1C=C2C(=CC=NC2=CC1C)C(=O)OC methyl 6-bromo-7-methylquinoline-4-carboxylate